N-(1-Phenylpropan-2-yl)-1-(2,2,2-trifluoroacetyl)pyrrolidine-2-carboxamide C1(=CC=CC=C1)CC(C)NC(=O)C1N(CCC1)C(C(F)(F)F)=O